6-(3-amino-6-(4-(3-(dimethylamino)pyrrolidin-1-yl)-2,3-difluorophenyl)pyrazin-2-yl)-3,4-dihydroisoquinolin-1(2H)-one NC=1C(=NC(=CN1)C1=C(C(=C(C=C1)N1CC(CC1)N(C)C)F)F)C=1C=C2CCNC(C2=CC1)=O